N1=CN=C(C=C1)C=1N=C2N(C=CN=C2)C1N 2-(pyrimidin-4-yl)imidazo[1,2-a]pyrazin-3-amine